C(=O)C1=C2C(=NC=C1)N(N=C2C2CN(C2)C(=O)OC(C)(C)C)C2=CC=C(C=C2)OC(F)(F)F tert-butyl 3-(4-formyl-1-(4-(trifluoromethoxy)phenyl)-1H-pyrazolo[3,4-b]pyridin-3-yl)azetidine-1-carboxylate